FC1=C(C#N)C=C(C=C1)SC=1C(=C2C=CN(C2=CC1F)[Si](C(C)C)(C(C)C)C(C)C)C 2-Fluoro-5-((6-fluoro-4-methyl-1-(triisopropylsilyl)-1H-indol-5-yl)thio)benzonitrile